3-[5-[1-(2,2-diethoxyethyl)-4-piperidyl]-3-methyl-2-oxo-benzimidazol-1-yl]piperidine-2,6-dione C(C)OC(CN1CCC(CC1)C1=CC2=C(N(C(N2C)=O)C2C(NC(CC2)=O)=O)C=C1)OCC